1,4-bis(4-methyl-5-phenyl-oxazolyl)benzene CC=1N=C(OC1C1=CC=CC=C1)C1=CC=C(C=C1)C=1OC(=C(N1)C)C1=CC=CC=C1